C(C)(C)(C)OC(=O)N1CCN(CC1)C1=CC(N(C2=CC(=C(C=C12)F)C1=C(C=C(C=C1)OC)F)C1=C(C=CC=C1)C(C)C)=O 4-(6-fluoro-7-(2-fluoro-4-methoxyphenyl)-1-(2-isopropylphenyl)-2-oxo-1,2-dihydroquinolin-4-yl)piperazine-1-carboxylic acid tert-butyl ester